N[C@@H]1[C@H]2CN([C@@H]1CC2)C(=O)C2=CC1=C(N(C(=N1)C1=CC=C(C(N1CC1CC1)=O)C)C)C(=C2)OC 6-[5-[(1R,4R,7R)-7-amino-3-azabicyclo[2.2.1]heptane-3-carbonyl]-7-methoxy-1-methyl-benzimidazol-2-yl]-1-(cyclopropylmethyl)-3-methyl-pyridin-2-one